CC1CC(C1)(C1=NN=CN1C)C=1C=C(C=CC1)NC(=O)C=1C=2N(C=C(C1)CN(C(OC(C)(C)C)=O)C1(CC1)C)C=CN2 tert-butyl ((8-((3-((1r,3r)-3-methyl-1-(4-methyl-4H-1,2,4-triazol-3-yl)cyclobutyl)phenyl)carbamoyl)imidazo[1,2-a]pyridin-6-yl)methyl)(1-methylcyclopropyl)carbamate